C1(=CC=CC=C1)C1=NC(=NC(=N1)C1=CC(=CC=C1)C1=CC=CC=C1)C1=CC=C(C=C1)B1OC(C(O1)(C)C)(C)C 2-phenyl-4-(3-phenylphenyl)-6-[4-(4,4,5,5-tetramethyl-1,3,2-dioxaborolan-2-yl)phenyl]-1,3,5-triazine